O1COC2=C1C=CC(=C2)C(CC(=O)O)C=2C=NC1=CC=C(C=C1C2)OCC(=O)NC2CCCCCC2 3-(benzo[d][1,3]dioxol-5-yl)-3-(6-(2-(cycloheptylamino)-2-oxoethoxy)quinolin-3-yl)propanoic acid